(E)-2-heptylthiazole-4-carbaldehyde oxime hydrochloride Cl.C(CCCCCC)C=1SC=C(N1)/C=N/O